C(#N)C=CCCCP(CCCC)CCCC cyanomethylene-tributyl-phosphane